FC1=C(C(=CC=C1)F)C1=NC=2N(C(=N1)NC1=CC=C(C(=O)NCC)C=C1)N=CC2 4-((2-(2,6-difluorophenyl)pyrazolo[1,5-a][1,3,5]triazin-4-yl)amino)-N-ethylbenzamide